C(C)C=1C=C(C=C2C=NC(=NC12)N[C@@H]1CNC[C@H](C1)F)C=1N=CC(=NC1)NS(=O)(=O)CC1=CC=CC=C1 N-(5-(8-ethyl-2-(((3S,5S)-5-fluoropiperidin-3-yl)amino)quinazolin-6-yl)pyrazin-2-yl)-1-phenylmethanesulfonamide